C(N)(=O)NCCC(=O)O 3-(carbamoylamino)-propanoic acid